The molecule is an polyanionic polymer obtained by global deprotonation of the carboxy groups of pectin. It has a role as a plant metabolite. It is a conjugate base of a pectin. [C@@H]1([C@H]([C@H](O[C@@H]([C@@H]1O)O)C(=O)[O-])O)O